4-{3-(Cyano-methyl)-3-[4-(7H-pyrrolo[2,3-d]pyrimidin-4-yl)-1H-pyrazol-1-yl]azetidin-1-yl}-N-[4-fluoro-2-(trifluoro-methyl)phenyl]-piperidine-1-carboxamide C(#N)CC1(CN(C1)C1CCN(CC1)C(=O)NC1=C(C=C(C=C1)F)C(F)(F)F)N1N=CC(=C1)C=1C2=C(N=CN1)NC=C2